dimethoxymethyl-acryl-urea COC(OC)N(C(=O)N)C(=O)C=C